7-Methyl-5-(4-methylpiperazin-1-yl)-2,3-dihydro-1,4-benzodioxine CC=1C=C(C2=C(OCCO2)C1)N1CCN(CC1)C